tert-butyl-(5-methoxy-1,3-benzodioxol-4-yl)phosphine chloride [Cl-].C(C)(C)(C)PC1=C(C=CC=2OCOC21)OC